Cl.NC(C(=O)N1CCN(CC1)C(=O)NC1=NC(N(C=C1)C1=CCC(CC1)CN(C)[C@@H]1CC[C@H](CC1)N)=O)(C)C trans-4-(2-Amino-2-methylpropanoyl)-N-(1-(4-(((4-aminocyclohexyl)(methyl)amino)methyl)cyclohex-1-en-1-yl)-2-oxo-1,2-dihydropyrimidin-4-yl)piperazine-1-carboxamide hydrochloride salt